CS(=O)(=O)OCCC1=NN(C2=CC(=CC(=C12)F)F)COCC[Si](C)(C)C 2-(4,6-difluoro-1-((2-(trimethylsilyl)ethoxy)methyl)-1H-indazol-3-yl)ethyl methanesulfonate